[I-].ClC1=CC(N(C=C1)C)C1=CC=CC=C1 4-chloro-1-methyl-2-phenylpyridine iodide